4-(benzofuran-5-yl)-1H-pyrrolo[2,3-c]pyridine O1C=CC2=C1C=CC(=C2)C2=C1C(=CN=C2)NC=C1